(3s,4r)-1-((4-(6-fluoropyridin-3-yl)phenyl)sulfonyl)-4-((5-(trifluoromethyl)pyridin-2-yl)amino)piperidin-3-ol FC1=CC=C(C=N1)C1=CC=C(C=C1)S(=O)(=O)N1C[C@@H]([C@@H](CC1)NC1=NC=C(C=C1)C(F)(F)F)O